OC1(COC1)C1=CC(=NC(=C1)C(F)(F)F)C(=O)NC1=CC(=CC=C1)[C@H](C)SC1=NN=CN1C (S)-4-(3-hydroxyoxetan-3-yl)-N-(3-(1-((4-methyl-4H-1,2,4-triazol-3-yl)thio)ethyl)phenyl)-6-(trifluoromethyl)picolinamide